N-(2-chloro-5-pyrimidinyl)-3,4-difluorobenzamide ClC1=NC=C(C=N1)NC(C1=CC(=C(C=C1)F)F)=O